(7-(4-benzoylphenoxy)-1-ethoxy-4-hydroxyisoquinoline-3-carbonyl)glycine C(C1=CC=CC=C1)(=O)C1=CC=C(OC2=CC=C3C(=C(N=C(C3=C2)OCC)C(=O)NCC(=O)O)O)C=C1